3-bromo-4'-fluoro-1,1'-biphenyl BrC=1C=C(C=CC1)C1=CC=C(C=C1)F